C(=O)(O)\C=C/C(=O)NCCCCCC(=O)O (Z)-6-(3-Carboxyacrylamido)hexanoic acid